tert-butyl (3S,4R)-4-[3-[1-(2,6-dioxo-3-piperidyl)-3-methyl-2-oxo-benzimidazol-4-yl]azetidin-1-yl]-3-fluoro-piperidine-1-carboxylate O=C1NC(CCC1N1C(N(C2=C1C=CC=C2C2CN(C2)[C@H]2[C@H](CN(CC2)C(=O)OC(C)(C)C)F)C)=O)=O